OOC=1C(=O)O[C@@](C1OCC(O)CO)([C@@H](O)CO)CC(C)C 2-O-hydroxyisobutyl-3-O-glyceryl-ascorbic acid